3,3-difluoro-2-phenyl-1-(p-tolyl)propan-1-one 4-(trifluoromethyl)benzyl-(2-(hydroxycarbamoyl)chroman-8-yl)carbamate FC(C1=CC=C(CN(C(O)=O)C=2C=CC=C3CCC(OC23)C(NO)=O)C=C1)(F)F.FC(C(C(=O)C1=CC=C(C=C1)C)C1=CC=CC=C1)F